samarium-iron-bismuth-tungsten hydroxide [W](O)(O)(O)O.[Bi].[Fe].[Sm]